sodium chloroanthracene ClC1=CC=CC2=CC3=CC=CC=C3C=C12.[Na]